COC(=O)C1=CC(=CC=C1)[N+](=O)[O-] 3-Nitrophenyl-carboxylic acid methyl ester